4-{3-[(S)-Hydroxy-(4-isopropyl-phenyl)-(3-methyl-azetidin-3-yl)-methyl]-phenyl}-piperazine-1-carboxylic acid 2-methoxy-ethyl ester COCCOC(=O)N1CCN(CC1)C1=CC(=CC=C1)[C@](C1(CNC1)C)(C1=CC=C(C=C1)C(C)C)O